S-(1-Pentyl-5-biotinylamido)glutathione C1C2C(C(S1)CCCCC(=O)NCCCCCSCC(C(=O)NCC(=O)O)NC(=O)CCC(C(=O)O)N)NC(=O)N2